C1(=CC=CC=C1)/C=C/CC(C(=O)OC)(C(F)(F)F)C(F)(F)F Methyl (E)-5-phenyl-2,2-bis(trifluoromethyl)pent-4-enoate